(N-hydroxysuccinimide) terbium [Tb].ON1C(CCC1=O)=O